(R)-4-((3-((5-chloro-4-(1H-indol-3-yl)pyrimidin-2-yl)amino)pyrrolidin-1-yl)methyl)piperidine ClC=1C(=NC(=NC1)N[C@H]1CN(CC1)CC1CCNCC1)C1=CNC2=CC=CC=C12